(7R)-1-[2-[[(1S)-1-(2,2-difluoro-1,3-benzodioxol-5-yl)ethyl]amino]-4-pyridyl]-3-(trifluoromethyl)-4,5,6,7-tetrahydroindazol-7-ol FC1(OC2=C(O1)C=CC(=C2)[C@H](C)NC2=NC=CC(=C2)N2N=C(C=1CCC[C@H](C21)O)C(F)(F)F)F